2-[[[7-(4-isopropylphenyl)-4-methylsulfonyl-2,3-dihydrobenzofuran-5-yl]amino]methyl]prop-2-enoic acid C(C)(C)C1=CC=C(C=C1)C1=CC(=C(C=2CCOC21)S(=O)(=O)C)NCC(C(=O)O)=C